diethoxy(3-epoxypropyloxypropyl)silane C(C)O[SiH](C1(C(C)O1)OCCC)OCC